ClC1=C(C=CC=C1C1=C(C(=NC=C1)C1=CC(=C(C=C1)CNC1CCC(CC1)O)OC)Cl)C1=CC=C(C(=N1)OC)CNC1CCC(CC1)O (1r,4r)-4-(((6-(2-chloro-3-(3-chloro-2-(4-((((1s,4r)-4-hydroxycyclohexyl)amino)methyl)-3-methoxyphenyl)pyridin-4-yl)phenyl)-2-methoxypyridin-3-yl)methyl)amino)cyclohexan-1-ol